C(C)(=O)N1C(N(CC1C(=O)O)C)=O 3-acetyl-1-methyl-2-oxo-imidazolidine-4-carboxylic acid